ClC=1C=C(C=C2CN(C(C12)=O)[C@@H](C)C1CC1)C1=CC(=NO1)C(=O)N1CCOCC1 7-chloro-2-((S)-1-cyclopropyl-ethyl)-5-[3-(morpholine-4-carbonyl)-isoxazol-5-yl]-2,3-dihydro-isoindol-1-one